C1(CC1)N1N=C(C2=C1C=NN(C2=O)CC(=O)N[C@@H](C)C2=C(C=C(C=C2F)F)F)C (S)-2-(1-Cyclopropyl-3-methyl-4-oxo-1,4-dihydro-5H-pyrazolo[3,4-d]pyridazin-5-yl)-N-(1-(2,4,6-trifluorophenyl)ethyl)acetamid